1',2-dimethyl-6-(pyridin-2-yl)-5,6-dihydro-7H-spiro[pyrido[4,3-d]pyrimidine-8,3'-pyrrolidin]-7-one CN1CC2(CC1)C(N(CC1=C2N=C(N=C1)C)C1=NC=CC=C1)=O